(2-methoxyl-5-tert-butylphenyl)(phenyl)methanone O(C)C1=C(C=C(C=C1)C(C)(C)C)C(=O)C1=CC=CC=C1